4-(tert-butyl)-N-(2-methyl-4-(2-((1-methyl-1H-pyrazol-4-yl)amino)pyrimidin-4-yl)benzyl)piperidine-1-carboxamide C(C)(C)(C)C1CCN(CC1)C(=O)NCC1=C(C=C(C=C1)C1=NC(=NC=C1)NC=1C=NN(C1)C)C